OC1=C(C=C(CC(CCO)CO)C=C1)OC 3-(4-hydroxy-3-methoxybenzyl)butane-1,4-diol